(rac)-trans-3-amino-1-(N-((rac)-cis-4-aminotetrahydrofuran-3-yl)sulfamoyl)-4-(3-boronopropyl)pyrrolidine-3-carboxylic acid N[C@@]1(CN(C[C@H]1CCCB(O)O)S(N[C@@H]1COC[C@@H]1N)(=O)=O)C(=O)O |r|